2,6-bis(chloromethyl)-pyridine ClCC1=NC(=CC=C1)CCl